1,2-bis(4-(cyclopent-2,4-dien-1-ylidene(phenyl)methyl)phenoxy)ethane C1(C=CC=C1)=C(C1=CC=C(OCCOC2=CC=C(C=C2)C(C2=CC=CC=C2)=C2C=CC=C2)C=C1)C1=CC=CC=C1